methyl (1r,4r)-4-(aminomethyl)-cyclohexylformate hydrochloride Cl.NCC1CCC(CC1)C(=O)OC